OC1C(CCC12CCN(CC2)C(C)=O)C2N1C(C3=CC=CC=C23)=CN=C1 1-(1-hydroxy-2-(5H-imidazo[4,3-a]isoindol-5-yl)-8-azaspiro[4.5]decan-8-yl)ethan-1-one